(E)-2-nitrostyrene [N+](=O)([O-])C1=C(C=C)C=CC=C1